(S)-2-(1-cyclopropyl-3-methyl-4-oxo-1,4-dihydro-5H-pyrazolo[3,4-d]pyridazin-5-yl)-N-(1-(4-fluoro-3-methylphenyl)ethyl)acetamide C1(CC1)N1N=C(C2=C1C=NN(C2=O)CC(=O)N[C@@H](C)C2=CC(=C(C=C2)F)C)C